C(=C)S(=O)(=O)CCCCS(=O)(=O)C=C 1,4-bis(ethenesulfonyl)-butane